C(C)(=O)C1=CC=C(C=C1)C(C(=O)O)C (4-acetylphenyl)propionic acid